2-(6-{5-chloro-2-[(oxan-4-yl)amino]pyrimidin-4-yl}-1-oxo-2,3-dihydro-1H-isoindol-2-yl)-N-{[(1S,2R)-2-hydroxycyclohexyl]methyl}acetamide ClC=1C(=NC(=NC1)NC1CCOCC1)C1=CC=C2CN(C(C2=C1)=O)CC(=O)NC[C@H]1[C@@H](CCCC1)O